C(C)OC(C(CC1=CC=C(C=C1)C#N)OC(NC1=C2CCCC2=CC=2CCCC12)=O)=O 3-(4-cyanophenyl)-2-{[(1,2,3,5,6,7-hexahydro-s-indacen-4-yl)carbamoyl]oxy}propanoic acid ethyl ester